(1S,2S,5R)-2-((S)-2,2-difluoro-1-hydroxyethyl)-3,8-diazabicyclo[3.2.1]octane FC([C@@H](O)[C@@H]1[C@@H]2CC[C@H](CN1)N2)F